ethyl N-[(3-acetoxy-4-methoxypyridin-2-yl) carbonyl]-L-alaninate C(C)(=O)OC=1C(=NC=CC1OC)C(=O)N[C@@H](C)C(=O)OCC